N-(3-chloro-5-(ethylsulfanyl)phenyl)-4-(pyridin-2-yl)thiophene-2-carboxamide ClC=1C=C(C=C(C1)SCC)NC(=O)C=1SC=C(C1)C1=NC=CC=C1